O1N=C(N=C1)C1=CC2=C(C=N1)N=C(S2)NC(=O)C=2C=NC(=CC2C2=CC(=NC=C2OC)Cl)C N-(6-(1,2,4-oxadiazol-3-yl)thiazolo[4,5-c]pyridin-2-yl)-2'-chloro-5'-methoxy-6-methyl-[4,4'-bipyridine]-3-carboxamide